(2-chloro-3-methoxyphenyl)-[(3R,9aS)-3-[4-fluoro-3-[rac-(E)-prop-1-enyl]phenyl]-3,4,6,7,9,9a-hexahydro-1H-pyrazino[2,1-c][1,4]oxazin-8-yl]methanone ClC1=C(C=CC=C1OC)C(=O)N1C[C@H]2CO[C@@H](CN2CC1)C1=CC(=C(C=C1)F)\C=C\C